Ethyltartrat C(C)C(C(=O)[O-])(O)C(O)C(=O)[O-]